O1C(=CC2=C1C=CC=C2)C=2N=NN(C2)S(=O)(=O)C 4-(benzofuran-2-yl)-1-(methylsulfonyl)-1H-1,2,3-triazole